(R)-1-benzylpyrrolidin-3-yl (S)-2-hydroxy-2-(3-(3-(4-((((R)-2-hydroxy-2-(8-hydroxy-2-oxo-1,2-dihydroquinolin-5-yl)ethyl)amino)methyl)benzamido)propoxy)phenyl)-2-phenylacetate O[C@@](C(=O)O[C@H]1CN(CC1)CC1=CC=CC=C1)(C1=CC=CC=C1)C1=CC(=CC=C1)OCCCNC(C1=CC=C(C=C1)CNC[C@@H](C1=C2C=CC(NC2=C(C=C1)O)=O)O)=O